2-(2-Bromoisobutyryloxy)undecanethiol BrC(C(=O)OC(CS)CCCCCCCCC)(C)C